BrC1=C(C=CC(=C1)OC)C(CCC=C)N 1-(2-bromo-4-methoxyphenyl)pent-4-en-1-amine